3-(2-(5-(3-bromobenzylidene)-3-(4-fluorophenyl)-4-oxothiazolidin-2-ylidene)hydrazono)-5-bromo-1H-indol-2-one BrC=1C=C(C=C2C(N(C(S2)=NN=C2C(NC3=CC=C(C=C23)Br)=O)C2=CC=C(C=C2)F)=O)C=CC1